BrC1=CC=C(C(=C1NC1=NC(=NC(=N1)C(C)(C)F)N)OC)F N4-(6-bromo-3-fluoro-2-methoxy-phenyl)-6-(1-fluoro-1-methyl-ethyl)-1,3,5-triazine-2,4-diamine